6-(6,6-difluoro-1,4-diazepan-1-yl)nicotinonitrile FC1(CNCCN(C1)C1=NC=C(C#N)C=C1)F